(2R,4R)-4-([1,1'-biphenyl]-3-yl)pyrrolidine-2-carboxylic acid C1(=CC(=CC=C1)[C@H]1C[C@@H](NC1)C(=O)O)C1=CC=CC=C1